3-Bromo-N-(5-hydroxy-3,4,6-trimethylpyridin-2-yl)benzo[b]thiophen-2-carboxamid BrC=1C2=C(SC1C(=O)NC1=NC(=C(C(=C1C)C)O)C)C=CC=C2